NC1=CC=CC(=N1)S(=O)(=O)NC(=O)C=1C(=NC(=CC1)C1=CC(=NC=C1)NCC(C)C)N1C(CC(C1)C)(C)C N-[(6-Amino-2-pyridyl)sulfonyl]-6-[2-(isobutylamino)-4-pyridyl]-2-(2,2,4-trimethylpyrrolidin-1-yl)pyridin-3-carboxamid